Trans-isostearyl Alcohol C(CCCCCCCCCCCCCCC(C)C)O